FC(N1C=C(C=CC1=O)NC=1C(=NC(=C(N1)NC)C1=NC2=C(C=NC=C2)N1C)C(=O)OC)F Methyl 3-[[1-(difluoromethyl)-6-oxo-3-pyridyl]amino]-5-(methylamino)-6-(3-methylimidazo[4,5-c]pyridin-2-yl)pyrazine-2-carboxylate